Methyl {[1-(5-chloropyridin-2-yl)-5-(5-fluoropyridin-2-yl)-1H-1,2,4-triazol-3-yl]oxy}acetate ClC=1C=CC(=NC1)N1N=C(N=C1C1=NC=C(C=C1)F)OCC(=O)OC